palmitoate C(CCCCCCCCCCCCCCC)(=O)[O-]